ClC1=CC=C(C=C1)C1=NC(=NC(=C1)N1CC(CCC1)C(F)(F)F)C=1C=NC=CC1 4-(4-chlorophenyl)-2-(pyridin-3-yl)-6-(3-(trifluoromethyl)piperidin-1-yl)pyrimidine